N=1C=C(N2C1C=CC=C2)C(C)(C)NC(=O)C2CN(C2)C2=NC(=NC=C2OC)N2CCN(CC2)C N-(2-{imidazo[1,2-a]pyridin-3-yl}prop-2-yl)-1-[5-methoxy-2-(4-methylpiperazin-1-yl)pyrimidin-4-yl]azetidine-3-carboxamide